2-Ethyl-2-oxazolin C(C)C=1OCCN1